OCCN1CC(C1)N(C(=O)OC(CCCCCCCCCCCCCCCCC(=O)O)CCCCCCCCCCCCCCCCC(=O)O)C.C(C)C(CC(C(CCCC)C)C)CCC(CCCC)C 8-ethyl-5,6,11-trimethyl-pentadecane 2-(((1-(2-Hydroxyethyl)azetidin-3-yl)(methyl)carbamoyl)oxy)propane-1,3-diyl-dipalmitate